ClC1=NC=C2N(C(N(C2=N1)C1=CC=CC=C1)=O)C 2-chloro-7-methyl-9-phenyl-7,9-dihydro-8H-purin-8-one